FC1=C(C=CC=C1CN1C(OC2=C([C@@H]1C)C(=CC(=C2)OC=2N=NC=CC2)F)=O)NS(=O)(=O)C2CC2 (S)-N-(2-fluoro-3-((5-fluoro-4-methyl-2-oxo-7-(pyridazin-3-yloxy)-2H-benzo[e][1,3]oxazin-3(4H)-yl)methyl)phenyl)cyclopropanesulfonamide